(3S,4R)-4-{[7-(1-ethylcyclobutyl)-5-fluoroimidazo[4,3-f][1,2,4]triazin-2-yl]amino}oxan-3-ol C(C)C1(CCC1)C1=NC(=C2C=NC(=NN21)N[C@H]2[C@@H](COCC2)O)F